3-fluoro-4-((6-(piperidin-4-yl)pyridin-2-yl)sulfonyl)benzonitrile FC=1C=C(C#N)C=CC1S(=O)(=O)C1=NC(=CC=C1)C1CCNCC1